C(CC(O)(C(=O)O)CC(=O)O)(=O)O.C1(CC=CC=C1)\C=C\C(=O)C1=CC=CC=C1 dihydrochalcone citrate